(Z)-7-((2R,3R,4S,5S)-5-((R)-(4-chloro-3-fluorophenyl)(methoxy)methyl)-3,4-dihydroxytetrahydrofuran-2-yl)-1,7-dihydro-4H-pyrrolo[2,3-d]pyrimidin-4-one O-methyl oxime CO\N=C/1\C2=C(NC=N1)N(C=C2)[C@@H]2O[C@@H]([C@H]([C@H]2O)O)[C@H](OC)C2=CC(=C(C=C2)Cl)F